methyl 8-oxo-5-thia-2-azaspiro[3.4]octane-2,7-dicarboxylate O=C1C(CSC12CN(C2)C(=O)OC)C(=O)[O-]